ClC=1C=C(NC2(CCC3(C(CC4=CC=CC=C34)CCCN3CCOCC3)CC2)C(=O)O)C=CC1 (1r,4r)-4-(3-Chloroanilino)-2'-[3-(morpholin-4-yl)propyl]-2',3'-dihydrospiro[cyclohexane-1,1'-indene]-4-carboxylic acid